C12N(CCC2C1)CCC1=NNC2=C(C=C(C=C12)OC)F 3-(2-(2-azabicyclo[3.1.0]hexan-2-yl)ethyl)-7-fluoro-5-methoxy-1H-indazole